O=C1NC(CCC1N1C(C2=CC=CC(=C2C1=O)NC1CCC(CC1)N(C(CCC(=O)NC)=O)C)=O)=O N4-(4-((2-(2,6-dioxopiperidin-3-yl)-1,3-dioxoisoindol-4-yl)amino)cyclohexyl)-N1,N4-dimethylsuccinamide